CCCCCCCCCCCCCCCCCC(=O)[C@H](CO)[NH3+] The molecule is a cationic sphingoid that is the conjugate acid of C20 3-dehydrosphinganine, obtained by protonation of the primary amino function; major species at pH 7.3. It is a conjugate acid of a C20 3-dehydrosphinganine.